CC=1N=CC=2N(C1)C=C(N2)C=2N=C1N(C(C2)=O)C=C(C=C1)N1CCNCC1 2-(6-methylimidazo[1,2-a]pyrazin-2-yl)-7-(piperazin-1-yl)-4H-pyrido[1,2-a]pyrimidin-4-one